ClC=1C=CC=2NC3=CC=CC=C3C2C1 L-3-chlorocarbazole